N4,N4'-di(biphenyl-4-yl)biphenyl-4,4'-diamine C1(=CC=C(C=C1)NC1=CC=C(C=C1)C1=CC=C(C=C1)NC1=CC=C(C=C1)C1=CC=CC=C1)C1=CC=CC=C1